2-Amino-N-(2-dimethylaminoethyl)-2-methyl-propionamide dihydrochloride Cl.Cl.NC(C(=O)NCCN(C)C)(C)C